N-cyclopropyl-5-(isoindolin-2-ylmethyl)-2-(piperidin-4-ylmethoxy)benzenesulfonamide hydrochloride Cl.C1(CC1)NS(=O)(=O)C1=C(C=CC(=C1)CN1CC2=CC=CC=C2C1)OCC1CCNCC1